COC1=C2C(=NN(C2=CC=C1[C@@H](C(F)(F)F)OC)C)NC1=CC(=NC=C1C(CC([2H])([2H])[2H])=O)NC(=O)C1CC1 |o1:11| (S*)-N-(4-((4-methoxy-1-methyl-5-(2,2,2-trifluoro-1-methoxyethyl)-1H-indazol-3-yl)amino)-5-(propanoyl-3,3,3-d3)pyridin-2-yl)cyclopropanecarboxamide